CN(C(C#CC(=O)[O-])(C)C)C 4-(dimethylamino)-4-methylpent-2-ynoate